CS(=O)(=O)O.COC1=C(C=CC(=C1)N1CCN(CC1)C)NC1=NC=2N(C(C(=NC2C=N1)C1=CC=CC=C1)=O)C=1C=C(C=CC1)NC(C=C)=O N-(3-(2-((2-methoxy-4-(4-methyl-1-piperazinyl)phenyl)amino)-7-Oxo-6-phenyl-8(7H)-pteridinyl)phenyl)acrylamide methanesulfonate